6-(2-(5-cyclopropylpyrimidin-2-yl)cyclobutyl)-4-oxo-1-(1-(6-(trifluoromethyl)pyridin-3-yl)ethyl)-4,5-dihydro-1H-pyrazolo[3,4-d]pyrimidine-3-carbonitrile C1(CC1)C=1C=NC(=NC1)C1C(CC1)C=1NC(C2=C(N1)N(N=C2C#N)C(C)C=2C=NC(=CC2)C(F)(F)F)=O